(6-acetylbenzo[d][1,3]dioxol-5-yl)-2-(methyl(piperidin-4-yl)amino)acetamide dihydrochloride Cl.Cl.C(C)(=O)C=1C(=CC2=C(OCO2)C1)C(C(=O)N)N(C1CCNCC1)C